(1,3-dioxoisoindol-2-yl) 3-methylbicyclo[1.1.1]pentane-1-carboxylate CC12CC(C1)(C2)C(=O)ON2C(C1=CC=CC=C1C2=O)=O